(R)-N-(1-(4-(ethylsulfonyl)phenyl)-2-hydroxyethyl)-3-fluoro-4-(6-methyl-1,1-dioxo-3,4-dihydro-2H-benzo[e][1,2]thiazin-2-yl)benzamide C(C)S(=O)(=O)C1=CC=C(C=C1)[C@H](CO)NC(C1=CC(=C(C=C1)N1S(C2=C(CC1)C=C(C=C2)C)(=O)=O)F)=O